(2,6-dimethylpyridin-3-yl)-9H-purin CC1=NC(=CC=C1C1=NC=C2N=CNC2=N1)C